C(C)[C@]1(C(OCC=2C(N3CC=4N(C5=CC=C(C=C5C(C4C3=CC21)=O)F)[C@H]2CN(CC2)C(CO)=O)=O)=O)O (S)-4-ethyl-8-fluoro-4-hydroxy-11-((R)-1-(2-hydroxyacetyl)pyrrolidin-3-yl)-1,12-dihydro-14H-pyrano[3',4':6,7]indolizino[2,1-b]quinoline-3,6,14(4H,11H)-trione